C1(CC1)CC(=O)N1[C@H]2CC(C[C@@H]1CCC2)N(C2=NC(=CC(=N2)NC2=NNC(=C2)C)OCC2COC2)C 2-cyclopropyl-1-((1R,3s,5S)-3-(methyl(4-((5-methyl-1H-pyrazol-3-yl)amino)-6-(oxetan-3-ylmethoxy)pyrimidin-2-yl)amino)-9-azabicyclo[3.3.1]nonan-9-yl)ethan-1-one